3-[[[(3-amino-1-cyclohexyl-propoxy)carbonyl]oxy]methyl]-2-methyl-1-[(2,3,4,9-tetrahydro-9-methyl-4-oxo-1H-carbazol-3-yl)methyl]-1H-imidazolium chloride hydrochloride Cl.[Cl-].NCCC(OC(=O)OC[N+]1=C(N(C=C1)CC1CCC=2N(C3=CC=CC=C3C2C1=O)C)C)C1CCCCC1